(S)-quinuclidin-3-yl (7-(benzofuran-3-yl)chroman-4-yl)carbamate O1C=C(C2=C1C=CC=C2)C2=CC=C1C(CCOC1=C2)NC(O[C@@H]2CN1CCC2CC1)=O